[Sn](Br)(Br)(Br)Br.CN Methylamine tin bromide